FC1=CC=C(C2=C1N=C(S2)C21CCC(CC1C2)OC[C@@H]2N([C@@H](C[C@@H]2NS(=O)(=O)C)C)C(=O)OC)F methyl (2R,3S,5R)-2-(((6-(4,7-difluorobenzo[d]thiazol-2-yl)bicyclo[4.1.0]heptan-3-yl)oxy)methyl)-5-methyl-3-(methylsulfonamido)pyrrolidine-1-carboxylate